(S)-4-OXO-2-PIPERIDINECARBOXYLIC ACID O=C1C[C@H](NCC1)C(=O)O